C12(N=CC(CC1)C2(C)C)C 2-azabornene